CN(C(=O)C=1C=C(C=CC1F)NC(C1=C(C(=CC=C1OC1=C(C=C(C=C1)OC(F)(F)F)OC)C(F)(F)F)F)=O)C N-[3-(dimethylcarbamoyl)-4-fluoro-phenyl]-2-fluoro-6-[2-methoxy-4-(trifluoromethoxy)phenoxy]-3-(trifluoromethyl)benzamide